5-Methyl-2-(5-(methylsulfonyl)-3,4'-bipyridin-2'-yl)-1H-imidazole-4-carboxylic acid trifluoroacetate FC(C(=O)O)(F)F.CC1=C(N=C(N1)C1=NC=CC(=C1)C=1C=NC=C(C1)S(=O)(=O)C)C(=O)O